3-(2,4-dimethoxyphenyl)-3-oxopropionic acid ethyl ester C(C)OC(CC(=O)C1=C(C=C(C=C1)OC)OC)=O